6-Methoxy-pyridine-3-sulfonic acid [5-(1-methyl-2-oxo-1,2,3,4-tetrahydro-quinolin-6-yl)-pyridin-3-ylmethyl]-amide CN1C(CCC2=CC(=CC=C12)C=1C=C(C=NC1)CNS(=O)(=O)C=1C=NC(=CC1)OC)=O